Cl.CC1=C(C=C(C=C1)C(=O)N1CCC2(CC1)CCNCC2)N2C(NC(CC2)=O)=O 1-(2-Methyl-5-(3,9-diazaspiro[5.5]undec-3-carbonyl)phenyl)dihydropyrimidine-2,4(1H,3H)-dione hydrochloride